2,2-diisobutylsuccinate C(C(C)C)C(C(=O)[O-])(CC(=O)[O-])CC(C)C